FC(C=1C=NN(C1)C1=C(C=C(C=C1)[N+](=O)[O-])S(=O)(=O)N=CN(C)C)F 2-[4-(Difluoromethyl)-1H-pyrazol-1-yl]-N-[(dimethylamino)methylene]-5-nitro-benzenesulfonamide